O=C1NC(CCC1N1C(C2=CC=C(C=C2C1=O)NCCOCCOCC(=O)OC(C)(C)C)=O)=O tert-Butyl 2-(2-(2-((2-(2,6-dioxopiperidin-3-yl)-1,3-dioxoisoindolin-5-yl)amino)ethoxy)ethoxy)acetate